BrC=1C=CC(=C(CN(C(CC2=CSC=C2)=O)CCC2=CC=C(C=C2)S(NCC#C)(=O)=O)C1)OCCC N-(5-bromo-2-propoxybenzyl)-N-(4-(N-(prop-2-yn-1-yl)sulfamoyl)phenethyl)-2-(thiophen-3-yl)acetamide